5-amino-3-ethyl-1-phenylpyrazole-4-carbonitrile NC1=C(C(=NN1C1=CC=CC=C1)CC)C#N